N1C=NC2=C1C=CC(=C2)C(=O)N 1H-benzo[d]imidazol-5-carboxamide